1-[4-(2,3-Dimethylphenyl)piperazin-1-yl]-2-{3-[(3R)-3,4-dimethylpiperazin-1-carbonyl]-5,6-dihydrocyclopenta[c]pyrazol-1(4H)-yl}ethan-1-on CC1=C(C=CC=C1C)N1CCN(CC1)C(CN1N=C(C2=C1CCC2)C(=O)N2C[C@H](N(CC2)C)C)=O